BrC=1C(=NN2C1CCC(C2)(C)COC)C2=NC=C(C=C2)F 3-bromo-2-(5-fluoropyridin-2-yl)-6-(methoxymethyl)-6-methyl-4,5,6,7-tetrahydropyrazolo[1,5-a]Pyridine